(R)-2-(2-fluoro-3-(trifluoromethyl)phenyl)-N-(5-fluoro-6-(4-(2-methyl-1,1-dioxidotetrahydrothiophen-2-yl)-1H-imidazol-1-yl)pyridin-3-yl)acetamide FC1=C(C=CC=C1C(F)(F)F)CC(=O)NC=1C=NC(=C(C1)F)N1C=NC(=C1)[C@@]1(S(CCC1)(=O)=O)C